2-(benzyloxy)propane-1,3-diyl bis(4-methylbenzenesulfonate) CC1=CC=C(C=C1)S(=O)(=O)OCC(COS(=O)(=O)C1=CC=C(C=C1)C)OCC1=CC=CC=C1